CN1N=NC2=C1C(N(C=1C(=CC=CC21)[N+](=O)[O-])C)C 3,4,5-trimethyl-6-nitro-4,5-dihydro-3H-[1,2,3]triazolo[4,5-c]quinoline